6-(3-oxa-8-azabicyclo[3.2.1]oct-8-yl)-N-(2-((R)-4-cyanothiazolidin-3-yl)-2-oxoethyl)quinoline-4-carboxamide calcium-sodium stearoyl-lactate C(CCCCCCCCCCCCCCCCC)(=O)OC(C(O)C)=O.[Na].[Ca].C12COCC(CC1)N2C=2C=C1C(=CC=NC1=CC2)C(=O)NCC(=O)N2CSC[C@H]2C#N